C(C)(C)C1=CC=C(C2=CC(=C(C2=C1)C)N1C=C(C2=CC=CC=C12)C=O)C 1-(7-isopropyl-1,4-dimethyl-azulen-2-yl)-1H-indole-3-carbaldehyde